imidazo-[4,5-C]quinolin-4-amine N=1C=NC2=C(NC=3C=CC=CC3C21)N